5-(2-Fluorophenyl)-1-(pyridine-3-sulfonyl)pyrrole 2,5-dioxopyrrolidin-1-yl-4-((2-(N,N-di(2-(2,5-dioxo-2,5-dihydro-1H-pyrrol-1-yl)ethyl)sulfamoyl)ethyl)amino)-4-oxobutanoate O=C1N(C(CC1)=O)C(C(=O)O)CC(=O)NCCS(N(CCN1C(C=CC1=O)=O)CCN1C(C=CC1=O)=O)(=O)=O.FC1=C(C=CC=C1)C1=CC=CN1S(=O)(=O)C=1C=NC=CC1